2-(4-tert-butylphenyl)quinoline-4-carboxylic acid methyl ester COC(=O)C1=CC(=NC2=CC=CC=C12)C1=CC=C(C=C1)C(C)(C)C